cyclononacosene C1=CCCCCCCCCCCCCCCCCCCCCCCCCCCC1